S(=O)(=O)(C1=CC=C(C)C=C1)N[C@@H](CC1=CC=CC=C1)C(=O)O tosyl-phenylalanin